O=C1NC(CCC1N1C(C2=CC=C(C=C2C1)N1CCN(CC1)CCNC(OC(C)(C)C)=O)=O)=O tert-Butyl (2-(4-(2-(2,6-dioxopiperidin-3-yl)-1-oxoisoindolin-5-yl)piperazin-1-yl)ethyl)carbamate